N[C@H]1CN(CCC1)C(=O)C=1C=CC=2N(C1)N=C(C2C)C2=CC=1C(=C(N=CC1)C1CCN(CC1)C(COC)=O)N2CC2CC2 (R)-1-(4-(2-(6-(3-aminopiperidine-1-carbonyl)-3-methylpyrazolo[1,5-a]pyridin-2-yl)-1-(cyclopropylmethyl)-1H-pyrrolo[2,3-c]pyridin-7-yl)piperidin-1-yl)-2-methoxyethan-1-one